CC1(C[C@H](N(C1)C(=O)OC(C)(C)C)C(=O)OCC1=CC=CC=C1)C 2-benzyl 1-(tert-butyl) (2S)-4,4-dimethylpyrrolidine-1,2-dicarboxylate